O1C2C(N(CC1)C(=O)O)CNC2.C2(CC1C(CC2)O1)CC[Si](OC)(OC)C 2-(3,4-epoxycyclohexyl)ethyl-(methyl)dimethoxysilane hexahydropyrrolo[3,4-b][1,4]oxazine-4(4aH)-carboxylate